C1(=CC=CC=C1)CN phenylmethanamine